3-ethyl-8-fluoro-7-((4-(2-fluoro-8-(methylamino)-1,7-naphthyridin-3-yl)piperazin-1-yl)methyl)-1,5-naphthyridin-2(1H)-one C(C)C=1C(NC2=C(C(=CN=C2C1)CN1CCN(CC1)C=1C(=NC2=C(N=CC=C2C1)NC)F)F)=O